2-(2-(2-hydroxypropan-2-yl)phenyl)-7-methyl-9-(4-(1-methyl-4-(trifluoromethyl)-1H-imidazol-2-yl)benzyl)-7,9-dihydro-8H-purin-8-one OC(C)(C)C1=C(C=CC=C1)C1=NC=C2N(C(N(C2=N1)CC1=CC=C(C=C1)C=1N(C=C(N1)C(F)(F)F)C)=O)C